OC(C(C(=O)N)(C)C)[C@@H]1N2C(C3=CC=CC=C13)=CN=C2 3-hydroxy-3-((R)-5H-imidazo[5,1-a]isoindol-5-yl)-2,2-dimethylpropanamide